5-Fluoro-3-[3-(4-{3-fluoro-[1,3'-biazetidin]-1'-carbonyl}phenyl)-1,2-oxazol-5-yl]-6-(2-methoxyethoxy)-1H-indazol FC=1C=C2C(=NNC2=CC1OCCOC)C1=CC(=NO1)C1=CC=C(C=C1)C(=O)N1CC(C1)N1CC(C1)F